(2-isopropyl-4-(p-trimethylsilyl-phenyl)indenyl)(2-methyl-4-(p-trimethylsilyl-phenyl)indenyl)-zirconium dichloride [Cl-].[Cl-].C(C)(C)C=1C(C2=CC=CC(=C2C1)C1=CC=C(C=C1)[Si](C)(C)C)[Zr+2]C1C(=CC2=C(C=CC=C12)C1=CC=C(C=C1)[Si](C)(C)C)C